[S-2].[Na+].[Na+] sodium-sulfide